C(C)C(C(=O)OC1(CCN(CC1)C1=NN2C(S1)=NC=C2C2=C(C=C(C(=C2)C)F)OC)CN)N2CCC(CC2)CCCOC2=C(C(=CC=C2)Br)C 4-(aminomethyl)-1-(5-(4-fluoro-2-methoxy-5-methylphenyl)imidazo[2,1-b][1,3,4]thiadiazol-2-yl)piperidin-4-ol ethyl-2-[4-[3-(3-bromo-2-methyl-phenoxy)propyl]-1-piperidyl]acetate